O=C1C=2SC(=CC2C=2COCC(C2N1)=O)C=1C=NN(C1)C(=O)OC(C)(C)C tert-butyl 4-(7,10-dioxo-12-oxa-5-thia-8-azatricyclo[7.4.0.02,6]trideca-1(9),2(6),3-trien-4-yl)pyrazole-1-carboxylate